tert-butyl N-[4-[(E)-4-(4-bromophenyl)but-3-enyl]phenyl]carbamate BrC1=CC=C(C=C1)/C=C/CCC1=CC=C(C=C1)NC(OC(C)(C)C)=O